S1C(=CC=C1)C=1N=C(SC1)N 4-(thiophen-2-yl)thiazol-2-amine